BrC=1C=C(C=NC1)NC(=O)CCCN(C(OC(C)(C)C)=O)C Tert-Butyl N-{3-[(5-bromopyridin-3-yl)carbamoyl]propyl}-N-methylcarbamate